Ethyl 2-(2-fluorophenyl)-5-(morpholin-4-ylmethyl)-6,7-dihydro-5H-pyrazolo[5,1-b][1,3]oxazine-3-carboxylate FC1=C(C=CC=C1)C1=NN2C(OC(CC2)CN2CCOCC2)=C1C(=O)OCC